FC(OC1CN(C1)C=1SC2=C(N1)C=CC(=C2)N2C=C(C(C=C2C2=CC(=C(C=C2)N2C[C@@H](CC2)OC)F)=O)C(=O)O)F (R)-1-(2-(3-(difluoromethoxy)azetidin-1-yl)benzo[d]thiazol-6-yl)-6-(3-fluoro-4-(3-methoxypyrrolidin-1-yl)phenyl)-4-oxo-1,4-dihydropyridin-3-carboxylic acid